(Z)-1-(4-amino-2-fluoro-but-2-en-1-yl)-4-(3-(ethylsulfonyl)phenyl)-N-methyl-1H-benzo[d][1,2,3]triazole-6-carboxamide hydrochloride Cl.NC\C=C(\CN1N=NC2=C1C=C(C=C2C2=CC(=CC=C2)S(=O)(=O)CC)C(=O)NC)/F